4,4'-methylenebis(2,6-di(isobutyl)cyclohexylamine) C(C1CC(C(C(C1)CC(C)C)N)CC(C)C)C1CC(C(C(C1)CC(C)C)N)CC(C)C